C(#N)C1(CCC(CC1)CNC(OC(C)(C)C)=O)C tert-butyl (4-cyano-4-methylcyclohexyl)methylcarbamate